zirconium (IV) 2-ethyl-1-hexanoate C(C)C(C(=O)[O-])CCCC.[Zr+4].C(C)C(C(=O)[O-])CCCC.C(C)C(C(=O)[O-])CCCC.C(C)C(C(=O)[O-])CCCC